sulfydryl-cetylpyridinium sodium [Na+].SC1=[N+](C=CC=C1)CCCCCCCCCCCCCCCC